3-(5-((4-((1-(4-((5-chloro-4-((2-(dimethylphosphono)phenyl)amino)pyrimidin-2-yl)amino)-3-methoxyphenyl)piperidin-4-yl)amino)butyl)thio)-1-oxoisoindolin-2-yl)piperidine-2,6-dione ClC=1C(=NC(=NC1)NC1=C(C=C(C=C1)N1CCC(CC1)NCCCCSC=1C=C2CN(C(C2=CC1)=O)C1C(NC(CC1)=O)=O)OC)NC1=C(C=CC=C1)P(=O)(OC)OC